COC(=O)C1(N(CC(C1)C(F)F)C)C.C(#N)C=1CC(N2C=C(C=C(C12)C)C)C1=CC=CC=C1 1-cyano-6,8-dimethyl-3-phenyl-2,3-dihydroindolizine methyl-4-(difluoromethyl)-1,2-dimethylpyrrolidine-2-carboxylate